CC(C)OC=1C=C2C(=CC=NC2=CC1C(=O)N)OC[C@@H]1CNCC1 6-(prop-2-yloxy)-4-[(3S)-pyrrolidin-3-ylmethoxy]quinoline-7-carboxamide